COC(=O)C1=NC(=C(N=C1N)C1=C(C=CC=C1)F)Cl 3-amino-6-chloro-5-(2-fluorophenyl)pyrazine-2-carboxylic acid methyl ester